1-(2-(((4-chloro-6-methyl-1,3,5-triazin-2-yl)oxy)methyl)-6-cyclopropylimidazo[1,2-a]pyridin-8-yl)-3-methylimidazolidine-2,4-dione ClC1=NC(=NC(=N1)C)OCC=1N=C2N(C=C(C=C2N2C(N(C(C2)=O)C)=O)C2CC2)C1